N-(2-(2-fluoro-3-methyl-phenyl)propan-2-yl)-2-(1-methyl-pyrrolidin-2-yl)acetamide FC1=C(C=CC=C1C)C(C)(C)NC(CC1N(CCC1)C)=O